N[C@@H]1C[C@H](C1)O trans-3-Amino-cyclobutanol